7-bromo-N,N-bis(2,4-dimethoxybenzyl)oxazolo[4,5-c]pyridin-2-amine BrC=1C2=C(C=NC1)N=C(O2)N(CC2=C(C=C(C=C2)OC)OC)CC2=C(C=C(C=C2)OC)OC